N-(3-(imidazo[4,5-d]pyrrolo[2,3-b]pyridin-1(6H)-yl)bicyclo[1.1.1]pentan-1-yl)propane-2-sulfonamide N1(C=NC=2C1=C1C(=NC2)NC=C1)C12CC(C1)(C2)NS(=O)(=O)C(C)C